(R)-tert-Butyl 3-((methylsulfonyl)oxy)pyrrolidine-1-carboxylate CS(=O)(=O)O[C@H]1CN(CC1)C(=O)OC(C)(C)C